N-(2-(4-cyclopropyl-1H-imidazol-1-yl)-4-(2-methoxyethoxy)quinolin-6-yl)oxetane-3-carboxamide C1(CC1)C=1N=CN(C1)C1=NC2=CC=C(C=C2C(=C1)OCCOC)NC(=O)C1COC1